2-(5-((R or S)-1-(((R)-phenyl((R)-1,2,3,4-tetrahydropyrido[2,3-b]pyrazin-3-yl)methyl)amino)propan-2-yl)thiophen-3-yl)acetic acid C1(=CC=CC=C1)[C@H]([C@H]1CNC2=C(N1)N=CC=C2)NC[C@@H](C)C2=CC(=CS2)CC(=O)O |o1:19|